C(CCC)OC(C)COC(C)COC(C)CO tripropylene glycol mono-n-butyl ether